Cl[Fe] chloroiron